N-((4,6-dimethyl-2-oxo-1,2-dihydropyridin-3-yl)methyl)-5-(1-(4-(dimethylamino)piperidin-1-yl)ethyl)-6-methyl-2-(1-methyl-1H-pyrazol-3-yl)indolizine-7-carboxamide CC1=C(C(NC(=C1)C)=O)CNC(=O)C=1C(=C(N2C=C(C=C2C1)C1=NN(C=C1)C)C(C)N1CCC(CC1)N(C)C)C